tert-butyl (R)-4-((S)-(4-bromothiazol-2-yl)(hydroxy)methyl)-2,2-dimethyloxazolidine-3-carboxylate BrC=1N=C(SC1)[C@H]([C@@H]1N(C(OC1)(C)C)C(=O)OC(C)(C)C)O